S(CC=NO)CC=NO Thiobisacetaldehyde Dioxime